ClC1=NN(C(=C1CO)C(F)F)CC(F)F (3-chloro-1-(2,2-difluoroethyl)-5-(difluoromethyl)-1H-pyrazol-4-yl)methanol